phenyl-(4,4'-isopropylidenediphenol) C1(=CC=CC=C1)C1=C(C=CC(=C1)C(C)(C)C1=CC=C(C=C1)O)O